C(=O)([O-])OC(=O)OC(=O)[O-].[U+2](=O)=O.[Li] lithium uranyl tricarbonate